3-((6-Bromopyridin-3-yl)carbamoyl)azetidine-1-carboxylic acid tert-butyl ester C(C)(C)(C)OC(=O)N1CC(C1)C(NC=1C=NC(=CC1)Br)=O